ClC1=C(N=CC(=N1)C(=O)OC)\C(=C\[Si](C)(C)C)\C1=CC=C(C=C1)F methyl (E)-6-chloro-5-(1-(4-fluorophenyl)-2-(trimethylsilyl)vinyl)pyrazine-2-carboxylate